C1(=CC=C(C2=CC=CC=C12)C(=O)OCCC)C(=O)OCCC dipropyl 1,4-naphthalenedicarboxylate